FC1=CC=C(C=C1)N1C(N(C(C1)C#N)C1=CN=CC2=CC=CC=C12)=O 1-(4-fluorophenyl)-3-(isoquinolin-4-yl)-2-oxo-imidazoline-4-carbonitrile